trisisopropyl-silane C(C)(C)[SiH](C(C)C)C(C)C